(aminoiminomethyl)aminoheptanoic acid NN=CNC(C(=O)O)CCCCC